C(CCCCCCCCCCC)O.[NH4+] Ammonium lauryl alcohol